C(C)(=O)O.FC=1C(=C(C=CC1F)C(=O)N1CC(C1)(O)C(CNC(C)C)(C)C)NC1=C(C=C(C=C1)I)F 1-({3,4-difluoro-2-[(2-fluoro-4-iodophenyl)amino]phenyl}carbonyl)-3-{1,1-dimethyl-2-[(1-methylethyl)amino]ethyl}azetidin-3-ol acetate salt